NC=1C2=C(SC1C(=O)N)C=CC=C2 3-aminobenzo[b]thiophene-2-carboxamide